dithiobis(ethyl-1H-imidazole-1-carboxylate) C(C)C=1N=C(N(C1)C(=O)[O-])SSC=1N(C=C(N1)CC)C(=O)[O-]